C(C)N1C(=NC=2C1=NC(=CC2)C=2C=CN1N=C(N=CC12)NCCC(F)(F)F)C 5-(3-ethyl-2-methyl-3H-imidazo[4,5-b]pyridin-5-yl)-N-(3,3,3-trifluoropropyl)pyrrolo[2,1-f][1,2,4]triazin-2-amine